imidazo[1,2-a]pyrimidin-6-ylcarbamate N=1C=CN2C1N=CC(=C2)NC([O-])=O